C1OCCN2[C@@H]1CCCC2=O (9aR)-3,4,7,8,9,9a-hexahydro-1H-pyrido[2,1-c][1,4]oxazin-6-one